[Br-].C(C=C)N1C=[N+](C=C1)C 1-allyl-3-methylimidazolium bromide salt